FC1=C(C(=O)OC)C=CC(=C1)[N+](=O)[O-] methyl 2-fluoro-4-nitrobenzoate